CC1([C@H](C1)C(=O)N1CC2(C1)CN(CC2COCC(=O)OCC)C(=O)C2=CN=CS2)C ethyl 2-((2-((S)-2,2-dimethylcyclopropane-1-carbonyl)-6-(thiazole-5-carbonyl)-2,6-diazaspiro[3.4]octan-8-yl)methoxy)acetate